COC(=O)C=1N(C(C(=CC1)CBr)=O)C 5-(bromomethyl)-1-methyl-6-oxo-1,6-dihydropyridine-2-carboxylic acid methyl ester